(1S,2S,3S,6R)-6-((4-chlorophenethyl)amino)-4-(fluoromethyl)cyclohex-4-ene-1,2,3-triol formate C(=O)O.ClC1=CC=C(CCN[C@@H]2C=C([C@@H]([C@@H]([C@H]2O)O)O)CF)C=C1